N-[6-[(3S)-3-(hydroxymethyl)-3-methyl-pyrrolidin-1-yl]-2,2-dimethyl-3H-benzofuran-5-yl]pyrazolo[1,5-a]pyrimidine-3-carboxamide OC[C@@]1(CN(CC1)C1=CC2=C(CC(O2)(C)C)C=C1NC(=O)C=1C=NN2C1N=CC=C2)C